3,5-heptadien CCC=CC=CC